stearic acid arachidyl ester C(CCCCCCCCCCCCCCCCCCC)OC(CCCCCCCCCCCCCCCCC)=O